4-isooctyl-4-ethylphenol C(CCCCC(C)C)C1(CC=C(C=C1)O)CC